(2R,3r,4S)-Pentane-1,2,3,4,5-pentol C([C@H](C([C@H](CO)O)O)O)O